The molecule is an optically active form of methionine having D-configuration. It is a methionine and a D-alpha-amino acid. It is a conjugate base of a D-methioninium. It is a conjugate acid of a D-methioninate. It is an enantiomer of a L-methionine. It is a tautomer of a D-methionine zwitterion. CSCC[C@H](C(=O)O)N